COC1=C(CNC(C(=O)O)=O)C(=CC=C1)OC ((2,6-dimethoxybenzyl)amino)-2-oxoacetic acid